3-(5-((2-(2-(2-(((2R,3as,5S,6as)-hexahydro-2,5-methanopentalen-3a(1H)-yl)amino)ethoxy)ethoxy)ethyl)amino)-2-methyl-4-oxoquinazolin-3(4H)-yl)piperidine-2,6-dione disodium tritaurinate NCCS(=O)(=O)[O-].NCCS(=O)(=O)O.NCCS(=O)(=O)[O-].[Na+].[Na+].C1[C@@H]2CC3(C[C@H](CC13)C2)NCCOCCOCCNC2=C1C(N(C(=NC1=CC=C2)C)C2C(NC(CC2)=O)=O)=O